ClC=1C=C(OCC(=O)O)C=C(C1CC1=CC(=C(C=C1)O)C1=C(C=C(C=C1)F)F)Cl 2-[3,5-dichloro-4-[[3-(2,4-difluorophenyl)-4-hydroxy-phenyl]methyl]phenoxy]acetic acid